CC1=C(C(=NO1)C1=CC=CC=C1)B(O)O 5-METHYL-3-PHENYL-4-ISOXAZOLYLBORONIC ACID